C(=O)O.CN1C(=NCC1)SC(C(=O)NC1=CC=C2C=CC=NC2=C1)C1=CC=CC=C1 2-((1-methyl-4,5-dihydro-1H-imidazol-2-yl)thio)-2-phenyl-N-(quinoline-7-yl)acetamide formate